(1R,2S,3R)-N-[7-chloro-6-[4-((3R,4R)-4-fluoro-3-methyl-tetrahydrofuran-3-yl)piperazin-4-ium-1-yl]-3-isoquinolinyl]-2-methyl-3-(2-pyridinyl)cyclopropanecarboxamide ClC1=C(C=C2C=C(N=CC2=C1)NC(=O)[C@@H]1[C@H]([C@H]1C1=NC=CC=C1)C)N1CC[NH+](CC1)[C@@]1(COC[C@@H]1F)C